(S)-N-(6-(4-((3R,4R)-4-((tert-butyldiphenylsilyl)oxy)-3-methyltetrahydrofuran-3-yl)piperazin-1-yl)-7-chloroisoquinolin-3-yl)-6-oxaspiro[2.5]octane-1-carboxamide [Si](C1=CC=CC=C1)(C1=CC=CC=C1)(C(C)(C)C)O[C@@H]1[C@](COC1)(C)N1CCN(CC1)C=1C=C2C=C(N=CC2=CC1Cl)NC(=O)[C@H]1CC12CCOCC2